C(C)(C)(C)C=1C(=C(C(=O)O)C(=C(C1)C(C)(C)C)Cl)O 3,5-di-tert-butyl-6-chloro-2-hydroxybenzoic acid